ClC1=CC(=C(COC2=CC=CC(=N2)C=2C=CC(=C3CCC(C23)O)CC2=NC3=C(N2C[C@H]2OCC2)C=C(C=C3)C(=O)O)C=C1)F 2-((7-(6-((4-chloro-2-fluorobenzyl)oxy)pyridin-2-yl)-1-hydroxy-2,3-dihydro-1H-inden-4-yl)methyl)-1-(((S)-oxetane-2-yl)methyl)-1H-benzo[d]imidazole-6-carboxylic acid